bis(1,2,2,6,6-pentamethyl-4-piperidyl)(3,5-di-t-butyl-4-hydroxybenzyl)-butylpropanedioate CN1C(CC(CC1(C)C)OC(C(C(=O)OC1CC(N(C(C1)(C)C)C)(C)C)(CCCC)CC1=CC(=C(C(=C1)C(C)(C)C)O)C(C)(C)C)=O)(C)C